O1C(=CC=C1)C(=O)OCN1C(C=CC2=CC=C(C=C12)CCN1CCN(CC1)C1=CC(=CC=2SC=CC21)F)=O (7-(2-(4-(6-Fluorobenzo[b]thiophen-4-yl)piperazin-1-yl)ethyl)-2-oxo quinolin-1(2H)-yl)methyl furan-2-carboxylate